(6R)-9-fluoro-13-oxa-2,16,20,21,24-pentaazapentacyclo[16.5.2.02,6.07,12.021,25]pentacosa-1(24),7,9,11,18(25),19,22-heptaene FC=1C=C2[C@H]3CCCN3C=3C=CN4N=CC(CNCCOC2=CC1)=C4N3